isopropylidenebis(ortho-cresol) C(C)(C)(C1=C(C(=CC=C1)O)C)C1=C(C(=CC=C1)O)C